7-(4-fluorobenzyl)-1-(3-hydroxypropyl)-3-methyl-8-(3-(trifluoromethyl)phenoxy)-1H-purine-2,6(3H,7H)-dione FC1=CC=C(CN2C(=NC=3N(C(N(C(C23)=O)CCCO)=O)C)OC2=CC(=CC=C2)C(F)(F)F)C=C1